[Si](C1=CC=CC=C1)(C1=CC=CC=C1)(C(C)(C)C)OC[C@@H]1N(CCC1)S(=O)(=O)C1CCCCC1 (2R)-2-(((tert-Butyldiphenylsilyl)oxy)methyl)-1-(cyclohexanesulfonyl)pyrrolidine